2-(2,6-difluoro-4-(3-(1-(5-propylpyrimidin-2-yl)piperidin-4-yl)propoxy)phenyl)-1-(4-((2S,3R,4R,5R)-2,3,4,5,6-pentahydroxyhexyl)piperazin-1-yl)ethan-1-one FC1=C(C(=CC(=C1)OCCCC1CCN(CC1)C1=NC=C(C=N1)CCC)F)CC(=O)N1CCN(CC1)C[C@@H]([C@H]([C@@H]([C@@H](CO)O)O)O)O